2,3-difluoro-4-(hydroxymethyl)-5-methylphenol FC1=C(C=C(C(=C1F)CO)C)O